7-benzyl-1-isobutyl-N-(2-(naphthalen-1-yl)ethyl)octahydro-3aH-3,6-methanopyrrolo[3,2-b]pyridine-3a-carboxamide C(C1=CC=CC=C1)C1C2C3(NCC1CC3CN2CC(C)C)C(=O)NCCC2=CC=CC3=CC=CC=C23